ClC=1C=C2C(=NC(=NC2=C(C1C1=C(C(=CC(=N1)N)C)C(F)(F)F)F)OCC1(CC1)CN1C[C@H](CC1)F)N1CC2CCC(C1)N2 6-(6-chloro-4-{3,8-diazabicyclo[3.2.1]octan-3-yl}-8-fluoro-2-[(1-{[(3S)-3-fluoropyrrolidin-1-yl]methyl}cyclopropyl)methoxy]quinazolin-7-yl)-4-methyl-5-(trifluoromethyl)pyridin-2-amine